ONC(=O)C1=CC2=C(OCC(N2CC2=CC=C(C=C2)OC)=O)N=C1 N-hydroxy-1-(4-methoxybenzyl)-2-oxo-2,3-dihydro-1H-pyrido[2,3-b][1,4]oxazine-7-carboxamide